C(C)OC(=O)C=1[C@]2(C3=C(N(C1N)C1=CC=CC=C1)C(N(C3=O)CC(C)C)=O)C(NC3=C(C=CC=C32)C)=O (S)-Ethyl-2'-amino-6'-isobutyl-7-methyl-2,5',7'-trioxo-1'-phenyl-1',5',6',7'-tetrahydrospiro[indoline-3,4'-pyrrolo[3,4-b]-pyridine]-3'-carboxylate